C(C1=CC=CC=C1)C1C(N(CCN1C(C=C)=O)C=1N=C2N(C=CC=C2)C1)=O 3-benzyl-1-imidazo[1,2-a]pyridin-2-yl-4-prop-2-enoyl-piperazin-2-one